2-(p-fluorophenyl)-2-(anilino)acetonitrile FC1=CC=C(C=C1)C(C#N)NC1=CC=CC=C1